(R)-(8-(pyridin-4-yl)chroman-4-yl)methanamine N1=CC=C(C=C1)C=1C=CC=C2[C@@H](CCOC12)CN